5-(2,4-difluorophenoxy)-N-(2-(dimethylamino)ethyl)-1H-indazole-6-carboxamide FC1=C(OC=2C=C3C=NNC3=CC2C(=O)NCCN(C)C)C=CC(=C1)F